1-hydroxy-3-phenylbutan-2-one OCC(C(C)C1=CC=CC=C1)=O